2-(hydroxyethyl)tetrahydrofuran-3-ol OCCC1OCCC1O